methyl 2-(3-fluorophenyl)-4-methoxyquinoline-7-carboxylate FC=1C=C(C=CC1)C1=NC2=CC(=CC=C2C(=C1)OC)C(=O)OC